(S)-3-(4-(2,6-dimethylphenyl)thiophen-2-yl)-3-(3-(4-hydroxy-1-methyl-2-oxo-1,2-dihydropyridin-3-yl)ureido)propanoic acid ethyl ester C(C)OC(C[C@H](NC(=O)NC=1C(N(C=CC1O)C)=O)C=1SC=C(C1)C1=C(C=CC=C1C)C)=O